[Si](C)(C)(C(C)(C)C)OCCOC1=CC=C(C=C1)CO (4-(2-(tert-butyldimethylsilyloxy)ethoxy)phenyl)methanol